FC1=CC(=C2C=C(NC(C2=C1)=O)CCC(=O)N1C2CN(CC1CC2)C2=CC=C(C#N)C=C2)C 4-(8-(3-(7-fluoro-5-methyl-1-oxo-1,2-dihydroisoquinolin-3-yl)propionyl)-3,8-diazabicyclo[3.2.1]octan-3-yl)benzonitrile